The molecule is a non-proteinogenic L-alpha-amino acid that is L-norleucine which is substituted at position 5 by an oxo group and at position 6 by a diazo group. It is as inhibitor of various glutamine-utilising enzymes. It has a role as a bacterial metabolite, an analgesic, an antibacterial agent, an antiviral agent, an antineoplastic agent, an EC 6.3.5.5 [carbamoyl-phosphate synthase (glutamine-hydrolysing)] inhibitor, an EC 6.3.4.2 [CTP synthase (glutamine hydrolyzing)] inhibitor, an EC 6.3.5.3 (phosphoribosylformylglycinamidine synthase) inhibitor, an EC 6.3.5.2 [GMP synthase (glutamine-hydrolysing)] inhibitor, an antimetabolite, a glutamine antagonist, an apoptosis inducer, an EC 2.4.2.14 (amidophosphoribosyltransferase) inhibitor, an EC 3.5.1.2 (glutaminase) inhibitor, an EC 6.3.5.1 [NAD(+) synthase (glutamine-hydrolysing)] inhibitor and an EC 6.3.5.4 [asparagine synthase (glutamine-hydrolysing)] inhibitor. It is a non-proteinogenic L-alpha-amino acid, a diazo compound and a ketone. C(CC(=O)C=[N+]=[N-])[C@@H](C(=O)O)N